FC1=CC=C(C=C1)C=1N(C2=C(N1)C=CC(=C2)N2CCN(CC2)C(=O)OC(C)(C)C)C2=CC=NC=C2 tert-butyl 4-[2-(4-fluorophenyl)-3-(4-pyridyl)benzimidazol-5-yl]piperazine-1-carboxylate